2-((oleoyloxy)methyl)-2-(((4-(((2-(pyrrolidin-1-yl)ethyl)carbamoyl)oxy)decanoyl)oxy)methyl)propane-1,3-diyl dioleate C(CCCCCCC\C=C/CCCCCCCC)(=O)OCC(COC(CCCCCCC\C=C/CCCCCCCC)=O)(COC(CCC(CCCCCC)OC(NCCN1CCCC1)=O)=O)COC(CCCCCCC\C=C/CCCCCCCC)=O